FC1=CC=C2CC3(CCNCC3)C(C2=C1)N 6-fluoro-1,3-dihydrospiro[indene-2,4'-piperidine]-1-amine